FC(S(=O)(=O)NC1=C(C=C(C=C1)C1=NNC(=C1C(=O)N)NC1=NC=CN=C1)OCC=1SC=CN1)F 3-(4-((difluoro-methyl)sulfonamido)-3-(thiazol-2-ylmethoxy)phenyl)-5-(pyrazin-2-ylamino)-1H-pyrazole-4-carboxamide